4-(4-amino-3-chlorophenoxy)-7-methoxyquinoline-6-carboxylic acid amide NC1=C(C=C(OC2=CC=NC3=CC(=C(C=C23)C(=O)N)OC)C=C1)Cl